2-((3,5-dichloro-2-fluoro-4-(2-fluoro-4-hydroxy-3-isopropylbenzyl)phenyl)amino)-N-(pyridazin-4-yl)acetamide ClC=1C(=C(C=C(C1CC1=C(C(=C(C=C1)O)C(C)C)F)Cl)NCC(=O)NC1=CN=NC=C1)F